1-((6-(isopropylamino)pyridazin-4-yl)methyl)-5,5-dimethyl-3-(4-((trifluoromethyl)thio)phenyl)imidazolidine-2,4-dione C(C)(C)NC1=CC(=CN=N1)CN1C(N(C(C1(C)C)=O)C1=CC=C(C=C1)SC(F)(F)F)=O